NC1=NC=CC2=C1C(=NN2[C@H]2C[C@@H](N(C2)C(C=C)=O)COC)C#CC2=C(C1=CN(N=C1C=C2F)CC)F 1-((2R,4S)-4-(4-amino-3-((2-ethyl-4,6-difluoro-2H-indazol-5-yl)ethynyl)-1H-pyrazolo[4,3-c]pyridin-1-yl)-2-(methoxymethyl)pyrrolidin-1-yl)prop-2-en-1-one